C1CCN2CCCC=C12 hexahydroindolizin